CO[C@@H]1C[C@H](C1)CNC1C(CCCC1)OC=1C=C2CN(C(C2=CC1)=O)C1C(NC(CC1)=O)=O 3-(5-((2-(((trans-3-methoxycyclobutyl)methyl)amino)cyclohexyl)oxy)-1-oxoisoindolin-2-yl)piperidine-2,6-dione